C(=O)(OC(C)(C)C)N(C1COC2=NC(=CC=C21)C(F)(F)F)C(=O)OC(C)(C)C N,N-bis(Boc)-6-(trifluoromethyl)-2,3-dihydrofuro[2,3-b]pyridin-3-amine